C1(=CC=CC=C1)N1C2=CC=C(C=C2C=2C=C(C=CC12)C1=CC2=C(C=C1)C1=CC=CC=C1C21C2=CC=CC=C2N2C1=NC1=C2C=CC=C1)C=1C=CC=2N(C3=CC=CC=C3C2C1)C1=CC=CC=C1 2-[9-phenyl-6-(9-phenylcarbazol-3-yl)carbazol-3-yl]spiro[fluorene-9,11'-indolo[1,2-a]benzimidazole]